ClC1=C(C=C(CC(C(=O)N)(C)C)C=C1)C=1NC(C=C(N1)C1=NC=C(C=C1)OCC1CC1)=O (4-chloro-3-{4-[5-(cyclopropylmethoxy)pyridin-2-yl]-6-oxo-1,6-dihydropyrimidin-2-yl}benzyl)isobutyramide